CC(=C(CCC)C)C dimethyl-4-hexen